BrC1=CC(=NN1C1=CC=C2C=CN(C2=C1)C)N 5-bromo-1-(1-methyl-1H-indol-6-yl)-1H-pyrazol-3-amine